ClC1=CC=C(C=C1)C=1N=C2N(C=CC=C2)C1CN1CC2COCC(C1)N2C(=O)C2=CC(=CC=C2)C(C)C (7-{[2-(4-Chlorophenyl)imidazo[1,2-a]pyridin-3-yl]methyl}-3-oxa-7,9-diazabicyclo[3.3.1]non-9-yl)(3-isopropylphenyl)methanon